4-(tert-butyl)-2-chloro-6-(3,5-di-tert-butyl-2-methoxyphenyl)pyridine C(C)(C)(C)C1=CC(=NC(=C1)C1=C(C(=CC(=C1)C(C)(C)C)C(C)(C)C)OC)Cl